NC1=NC2=CC=C(C=C2C=C1Cl)C(=O)N([C@H](C)C1=NC=CC=N1)CC1=NC=C(C=C1)C(F)F 2-amino-3-chloro-N-((5-(difluoromethyl)-2-pyridinyl)methyl)-N-((1R)-1-(2-pyrimidinyl)ethyl)-6-quinolinecarboxamide